Osmium-germanium [Ge].[Os]